2-hydroxypropane-1,3-diyl dibenzoate C(C1=CC=CC=C1)(=O)OCC(COC(C1=CC=CC=C1)=O)O